O=C1N(C2=CC(=CC=C2C12CC1=CC=C(C=C1C2)C(=O)O)C(F)(F)F)C=2C=NN(C2)CCC 2'-oxo-1'-(1-propyl-1H-pyrazol-4-yl)-6'-(trifluoromethyl)-1,3-dihydrospiro[indene-2,3'-indoline]-5-carboxylic acid